C(C=C)OCCC(=O)N1C(C(CC1)NS(=O)(=O)CC)CC=1C=C(C=CC1)C1=C(C=CC=C1)C=C N-(1-(3-(allyloxy)propanoyl)-2-((2'-vinyl-[1,1'-biphenyl]-3-yl)methyl)pyrrolidin-3-yl)ethanesulfonamide